N-(5-(4-cyanobenzo[d][1,3]dioxol-5-yl)-1-(2-methoxypropyl)-1H-pyrazolo[3,4-b]pyridin-3-yl)pivalamide C(#N)C1=C(C=CC=2OCOC21)C=2C=C1C(=NC2)N(N=C1NC(C(C)(C)C)=O)CC(C)OC